(6-chloro-1-hydroxybenzo[d][1,2,3]-diazaborinin-2(1H)-yl)(phenyl)methanone ClC1=CC2=C(B(N(N=C2)C(=O)C2=CC=CC=C2)O)C=C1